CCCCCCCCCCC(CCCCCCCCCCCCCCCCCC)[N+]1=CNC=C1 3-(nonacosan-11-yl)-1H-imidazol-3-ium